tert-Butyl N-(1-methyl-5-oxo-5-phenyl-pentyl)carbamate CC(CCCC(C1=CC=CC=C1)=O)NC(OC(C)(C)C)=O